O=C1C2CN(CC1CC2)C2=NC=1N(C=C2)N=CC1C(=O)NC=1C(=NN(C1)C1CCC(CC1)CO)C(F)F 5-(8-oxo-3-azabicyclo[3.2.1]octane-3-yl)-N-(3-(difluoromethyl)-1-((1R,4R)-4-(Hydroxymethyl)cyclohexyl)-1H-pyrazol-4-yl)pyrazolo[1,5-a]pyrimidine-3-carboxamide